CC1=C(C=C(C=C1)NC(C1=NC=CC(=C1)C(F)(F)F)=O)NC1=NC=CC=C1C1=C2N=C(NC2=NC=N1)C N-(4-methyl-3-((3-(8-methyl-9H-purin-6-yl)pyridin-2-yl)amino)phenyl)-4-(trifluoromethyl)picolinamide